tetraethylhexanoic acid C(C)C(C(C(=O)O)(CC)CC)(CCC)CC